C(=N)=N methane-diimine